[5-(3-cyclopropoxyphenyl)-1-[(2-nitrophenyl)methyl]-1H-pyrazol-3-yl]methanol C1(CC1)OC=1C=C(C=CC1)C1=CC(=NN1CC1=C(C=CC=C1)[N+](=O)[O-])CO